OCCN1CCN(CC1)C1=CC(=NC=2N1N=C(C2C2=CC=CC=C2)C)C=2C=C(CCNC(OC(C)(C)C)=O)C=CC2 tert-butyl (3-(7-(4-(2-hydroxyethyl)piperazin-1-yl)-2-methyl-3-phenylpyrazolo[1,5-a]pyrimidin-5-yl)phenethyl)carbamate